N1(CCC1)C(=O)N1[C@H]([C@H](CC1)NS(=O)(=O)CC)CC=1C(=C(C=C(C1)F)C1=CC(=CC=C1)F)F N-((2S,3S)-1-(azetidin-1-ylcarbonyl)-2-((2,3',5-trifluorobiphenyl-3-yl)methyl)pyrrolidin-3-yl)ethanesulfonamide